C(#N)C(NC(=O)[C@@H]1[C@H]2C([C@H]2CN1C([C@H](CC1=CC=CC=C1)NC(=O)[C@@H]1COCC1)=O)(C)C)C1=NN=CC2=CC=CC=C12 (1R,2S,5S)-N-[cyano(phthalazin-1-yl)methyl]-6,6-dimethyl-3-[(2S)-3-phenyl-2-[[(3S)-tetrahydrofuran-3-carbonyl]amino]propanoyl]-3-azabicyclo[3.1.0]hexane-2-carboxamide